(S)-1-(2-(1-(cyclobutylmethyl)-2-oxo-1,2,3,4-tetrahydroquinazolin-6-yl)thiazol-4-yl)-3-(piperidin-3-yl)urea C1(CCC1)CN1C(NCC2=CC(=CC=C12)C=1SC=C(N1)NC(=O)N[C@@H]1CNCCC1)=O